(R)-2-(fluoromethyl)-5-methoxy-3,4-dihydro-2H-Pyrrole FC[C@@H]1N=C(CC1)OC